Ethyl 2-((((4aR,6S,7S,7aS)-6-(4-amino-5H-pyrrolo[3,2-d]pyrimidin-7-yl)-7-hydroxy-2-oxidotetrahydro-4H-furo[3,2-d][1,3,2]dioxaphosphinin-2-yl)oxy)methyl)benzoate NC=1C2=C(N=CN1)C(=CN2)[C@H]2[C@@H]([C@@H]1OP(OC[C@H]1O2)(=O)OCC2=C(C(=O)OCC)C=CC=C2)O